6-oxo-4-phenyl-1,6-dihydropyridine-3-carboxamide O=C1C=C(C(=CN1)C(=O)N)C1=CC=CC=C1